NC=1C=C(C=CC1F)C(O)C1=CC=C(C=C1)[N+](=O)[O-] (3-amino-4-fluorophenyl)(4-nitrophenyl)methanol